C[C@H]1[C@@H]([C@H]([C@H]([C@@H](O1)O[C@@H]2[C@H]([C@H]([C@H](O[C@@H]2O[C@@H]3[C@H]([C@@H](O[C@@H]([C@H]3O)CO)O[C@H]4[C@@H](O[C@H]([C@@H]([C@@H]4O)O[C@H]5[C@@H]([C@@H]([C@H]([C@@H](O5)C)O)O)O)O[C@@H]6[C@@H]([C@H]([C@@H](O[C@H]6OC[C@@H]([C@H]([C@@H]([C@@H](CO)O)O)O[C@H]7[C@@H]([C@@H]([C@H]([C@@H](O7)C)O)O)O)O)C)O)O)C)NC(=O)C)CO)O)O)O)O)O The molecule is an alpha-L-rhamnoside consisting of D-glucitol having an alpha-L-Rhap-(1->2)-[alpha-L-Rhap-(1->2)-alpha-D-Galp-(1->3)-beta-D-GlcpNAc-(1->4)]-alpha-L-Rhap-(1->2)-alpha-L-Rhap moiety attached at the 1-position and an alpha-L-Rhap residue at the 3-position. It derives from a D-glucitol.